BrCCCCCCOC=1C=C(/C=C/C2=CC=C(C=C2)C=2SC=CC2)C=C(C1OCCCCCCBr)OCCCCCCBr (E)-2-(4-(3,4,5-tris((6-bromohexyl)oxy)styryl)phenyl)thiophene